[N+](=O)([O-])C1=C(C=CC=C1)S(=O)(=O)O[C@@H](C(=O)NC=1C=C2N(N1)CCC2C2=CC(=CC(=C2)F)F)C (2R)-1-((4-(3,5-difluorophenyl)-5,6-dihydro-4H-pyrrolo[1,2-b]pyrazol-2-yl)amino)-1-oxopropan-2-yl 2-nitrobenzenesulfonate